(E)-6-methoxy-3-methyl-2-(4-(piperazin-1-yl)styryl)benzo[d]thiazol-3-ium COC1=CC2=C([N+](=C(S2)\C=C\C2=CC=C(C=C2)N2CCNCC2)C)C=C1